C(C1=CC=CC=C1)OC1=CC=NN1C 5-benzyloxy-1-methyl-pyrazole